ethyl (2S)-3-[[2-(tert-butoxycarbonylamino)acetyl]amino]-2-[(2,6-dichloro-4-phenyl-benzoyl)amino]propanoate C(C)(C)(C)OC(=O)NCC(=O)NC[C@@H](C(=O)OCC)NC(C1=C(C=C(C=C1Cl)C1=CC=CC=C1)Cl)=O